3-triethoxysilylpropyl thiocaproate C(CCCCC)(=S)OCCC[Si](OCC)(OCC)OCC